CN(C)C(C(=O)N(C)C)C (N,N-dimethylamino)-N,N-dimethylpropionamide